FC1=C(C(=CC=C1F)[N+](=O)[O-])CC(C)=O 1-(2,3-difluoro-6-nitrophenyl)propan-2-one